BrC=1C=C(CNCCCCOCCOC2=NC3=C(C4=CN=CC=C24)C=CC=C3)C=C(C1)OC(F)(F)F 5-(2-(4-((3-bromo-5-(trifluoro-methoxy)benzyl)amino)butoxy)ethoxy)benzo[c][2,6]naphthyridine